(R)-(4-Fluoro-7-methyl-1H-benzo[d]imidazol-2-yl)(4-methyl-6,7-dihydrothiazolo[5,4-c]pyridin-5(4H)-yl)methanone FC1=CC=C(C=2NC(=NC21)C(=O)N2[C@@H](C1=C(CC2)N=CS1)C)C